methyl 5-{[(tert-butoxy) carbonyl] amino}-4-fluoro-2-methoxybenzoate C(C)(C)(C)OC(=O)NC=1C(=CC(=C(C(=O)OC)C1)OC)F